(4-methyl-piperazin-1-yl)-acetic acid CN1CCN(CC1)CC(=O)O